CN1CCN(CC1)CCC1=C(NC(=C1C(=O)N)C1=C(C=CC=C1)[N+](=O)[O-])C1=CC=C(C=C1)SC (2-(4-methylpiperazin-1-yl)ethyl)-2-(4-(methylsulfanyl)phenyl)-5-(2-nitrophenyl)Azole-4-carboxamide